tin-antimony-cobalt oxide [Co]=O.[Sb].[Sn]